F[C@@H]1[C@]2(CC[C@@](C[C@@H]1N(C=1N=NC(=CN1)C1=C(C=C(C=C1)C=1C=NNC1)O)C)(N2)C)C 2-(3-(((1R,2S,3S,5S)-2-fluoro-1,5-dimethyl-8-azabicyclo[3.2.1]oct-3-yl)(methyl)amino)-1,2,4-triazin-6-yl)-5-(1H-pyrazol-4-yl)phenol